Butylidenebis(6-tert-butyl-m-cresol) C(CCC)(C1=C(C=CC(=C1O)C(C)(C)C)C)C1=C(C=CC(=C1O)C(C)(C)C)C